C1=CC=CC=2C3=CC=CC=C3C(C12)(C1=CC=C(C=C1)N(C1=CC=C(C=C1)C1=CC=CC=C1)C1=CC=C(C=C1)C1=CC=CC=C1)C1=CC=C(C=C1)N(C1=CC=C(C=C1)C1=CC=CC=C1)C1=CC=C(C=C1)C1=CC=CC=C1 N,N'-((9H-fluorene-9,9-diyl)bis(4,1-phenylene))bis(N-([1,1'-biphenyl]-4-yl)-[1,1'-biphenyl]-4-amine)